ClC=1C=2C(N=C3N(C2C=CC1)C1=CC(=CC=C1C3(C)C)C3CCN(CC3)CCCCNC(OC(C)(C)C)=O)=O tert-butyl (4-(4-(4-chloro-7,7-dimethyl-5-oxo-5,7-dihydroindolo[1,2-a]quinazolin-10-yl)piperidin-1-yl)butyl)carbamate